BrC=1C(C(=CN(C1CC)C)C(=O)O)=O 5-bromo-6-ethyl-1-methyl-4-oxo-1,4-dihydropyridine-3-carboxylic acid